OC1=CC=C(CC2=C(C=C(C=3C4=CC=C(C=C4C=CC23)O)OC)O)C=C1 1-p-hydroxybenzyl-2,7-dihydroxyl-4-methoxyphenanthrene